FC=1C(=NC(=NC1)N[C@H]1[C@H](COCC1)O)C=1C=C2C(=C(C=NC2=C(C1)F)CN[C@H]1COCCC1)C(C)C (3R,4R)-4-((5-fluoro-4-(8-fluoro-4-isopropyl-3-((((R)-tetrahydro-2H-pyran-3-yl)amino)methyl)quinolin-6-yl)pyrimidin-2-yl)amino)tetrahydro-2H-pyran-3-ol